C(=O)[C@H]1N(CC1)C(=O)OC(C)(C)C (S)-tert-butyl 2-formylazetidine-1-carboxylate